Tert-butyl 3-((6-(8-bromo-3-(methoxycarbonyl)-6,7-dihydro-5H-benzo[7]annulen-9-yl)pyridin-3-yl)methyl)azetidine-1-carboxylate BrC=1CCCC2=C(C1C1=CC=C(C=N1)CC1CN(C1)C(=O)OC(C)(C)C)C=CC(=C2)C(=O)OC